CN(N1C(C2=CC=C(C=C2C1)C(F)(F)F)=O)C1=NC=CC=C1 2-(methyl-[2-pyridyl]amino)-5-(trifluoromethyl)isoindolin-1-one